O=C1NC(CCC1N1CC2=CC=CC(=C2C1)NCCCCC#C)=O 2-(2,6-Dioxopiperidin-3-yl)-4-(hex-5-yn-1-ylamino)isoindoline